COC1=CC=2C3=C(NC2C=C1)C=CN=C3 8-methoxy-5H-pyrido[4,3-b]indole